2-((4-fluoro-2-isopropylphenyl)-amino)-4-(trifluoromethyl)benzoic acid FC1=CC(=C(C=C1)NC1=C(C(=O)O)C=CC(=C1)C(F)(F)F)C(C)C